COC1(C=C(C(C(C1)(C)C)=O)C#N)C1=NC(=CC=C1)N1CCOCC1 3-methoxy-5,5-dimethyl-3-[6-(morpholin-4-yl)pyridin-2-yl]-6-oxocyclohex-1-ene-1-carbonitrile